CN1N=CC2=CC=C(C(=C12)C(F)(F)F)CC1CC2(CN(C2)CCCC2=CC(N(N=C2)C2OCCCC2)=O)C1 5-(3-(6-((1-methyl-7-(trifluoromethyl)-1H-indazol-6-yl)methyl)-2-azaspiro[3.3]heptan-2-yl)propyl)-2-(tetrahydro-2H-pyran-2-yl)pyridazin-3(2H)-one